N-(2-(4-(4-(cyclopropylmethyl)piperazine-1-yl)piperidine-1-yl)-4-methoxy-5-((6-((R)-3-phenylisoxazolidine-2-yl)pyrimidine-4-yl)amino)phenyl)acrylamide C1(CC1)CN1CCN(CC1)C1CCN(CC1)C1=C(C=C(C(=C1)OC)NC1=NC=NC(=C1)N1OCC[C@@H]1C1=CC=CC=C1)NC(C=C)=O